O=C1NC2=CC=CC=3C2=C1C=CC3N3CCC(CC3)C(=O)O 1-(2-oxo-1H-benzo[cd]indol-5-yl)piperidine-4-carboxylic acid